C1OCC(C2=CC=CC=C12)CNC(OC(C)(C)C)=O tert-Butyl (isochroman-4-ylmethyl)carbamate